5-((4,4-difluorocyclohexyl)methoxy)-N-(1-(pyridin-2-yl)ethyl)-2-naphthamide FC1(CCC(CC1)COC1=C2C=CC(=CC2=CC=C1)C(=O)NC(C)C1=NC=CC=C1)F